CC1(CSC2=C(N1)C=CC=C2)C 2,3-Dihydro-3,3-dimethyl-4H-1,4-benzothiazin